N[C@H](C(=O)N(C)C)[C@@H](C)O (2S,3R)-2-amino-3-hydroxy-N,N-dimethylbutanamide